4-bromo-3-(chlorosulfonyl)benzoic acid BrC1=C(C=C(C(=O)O)C=C1)S(=O)(=O)Cl